(S)-Methyl-4-(1-(1-methyl-3-((3-nitrophenyl)amino)-1H-indole 2-carboxamido)ethyl)benzoate COC(C1=CC=C(C=C1)[C@H](C)NC(=O)C=1N(C2=CC=CC=C2C1NC1=CC(=CC=C1)[N+](=O)[O-])C)=O